3-PHENYL-5-TRIFLUORoMETHYLISOXAZOLIN-5-CARBOXAMIDE C1(=CC=CC=C1)C1=NOC(C1)(C(=O)N)C(F)(F)F